CC1(CCN(CC1)C=1OC2=C(C=C(C=C2C(C1)=O)C)C(C)NC1=C(C(=O)O)C(=CC=C1)F)C 2-((1-(2-(4,4-dimethylpiperidin-1-yl)-6-methyl-4-oxo-4H-chromen-8-yl)ethyl)amino)-6-fluorobenzoic acid